OCCC[N+]1=C(C(C2=CC=CC=C12)(C)C)C 1-(3-hydroxypropyl)-2,3,3-trimethyl-3H-indol-1-ium